2-[2-(2-pyridyl)-11-oxadispiro[3.1.46.34]tridecan-2-yl]ethanamine N1=C(C=CC=C1)C1(CC2(C1)CC1(CCCC1)OCC2)CCN